BrC1=CC(=C(C=C1)CN)C 1-(4-bromo-2-methylphenyl)methylamine